3,4-dihydro-1H-2,1-benzothiazine N1SCCC2=C1C=CC=C2